{[2,4-bis(benzyloxy)phenyl]methyl}amine C(C1=CC=CC=C1)OC1=C(C=CC(=C1)OCC1=CC=CC=C1)CN